C(CCCCCCCCCC)C1CCCCC1 3-undecylcyclohexane